2,3,6-tris(3,6-di-tert-butyl-9H-carbazol-9-yl)-4-(dibenzo[b,d]thiophen-4-yl)-5-(2,6-diphenylpyridin-3-yl)benzonitrile C(C)(C)(C)C=1C=CC=2N(C3=CC=C(C=C3C2C1)C(C)(C)C)C1=C(C#N)C(=C(C(=C1N1C2=CC=C(C=C2C=2C=C(C=CC12)C(C)(C)C)C(C)(C)C)C1=CC=CC2=C1SC1=C2C=CC=C1)C=1C(=NC(=CC1)C1=CC=CC=C1)C1=CC=CC=C1)N1C2=CC=C(C=C2C=2C=C(C=CC12)C(C)(C)C)C(C)(C)C